2,4,6,7-tetrahydro-pyrazolo[4,3-d]pyrimidin N=1NC=C2NCNCC21